NC=1SC[C@H]2[C@@](N1)(CN(C2)C2=NC(=C(C(=N2)OC)F)C)C=2C=C(C=CC2F)\C=C(/F)\C2=NC=C(C#N)C=C2 6-((Z)-2-(3-((4aR,7aS)-2-amino-6-(5-fluoro-4-methoxy-6-methylpyrimidin-2-yl)-4,4a,5,6,7,7a-hexahydropyrrolo[3,4-d][1,3]thiazin-7a-yl)-4-fluorophenyl)-1-fluorovinyl)nicotinonitrile